ClC1=NC(=NC(=N1)C=1C2=CC=CC=C2C=2C=CC=CC2C1)N1C2=CC=CC=C2C=2C=CC=CC12 9-(4-chloro-6-(phenanthren-9-yl)-1,3,5-triazin-2-yl)-9H-carbazole